N1=NN=C2C1=CC=C(C2)O Benzotriazol-5-ol